NC=1C=NC(=NC1)C=1C=C(C=C(C1)Cl)C1N(CCC(C1)(F)F)C(C=C)=O 1-(2-(3-(5-aminopyrimidin-2-yl)-5-chlorophenyl)-4,4-difluoropiperidin-1-yl)prop-2-en-1-one